S1(=O)(=O)C(CCC1)C(=O)N sulfolaneAmide